COC=1C=C(CO)C=CC1 m-methoxybenzyl alcohol